CN1C(C=CC2=C(C=CC=C12)C)C(F)(F)F N,5-dimethyl-2-(trifluoromethyl)quinoline